ClC1=C2CCN([C@@H](C2=C(C=C1)OCC1=NOC(=C1)C)CN1C(CCC1)=O)C(=O)[C@H]1[C@](CCCC1)(C(=O)O)C (1S,2R)-2-((S)-5-chloro-8-((5-methylisoxazol-3-yl)methoxy)-1-((2-oxopyrrolidin-1-yl)methyl)-1,2,3,4-tetrahydroisoquinoline-2-carbonyl)-1-methylcyclohexane-1-carboxylic acid